NC1=NC=NC=2C3=C(\C(\C(C12)(C)C)=N/OCCC#N)C=C(C=C3)O[C@@H]3CC[C@H](CC3)N 3-[(Z)-[4-amino-8-(trans-4-aminocyclohexoxy)-5,5-dimethyl-benzo[h]quinazolin-6-ylidene]amino]oxypropanenitrile